Cl.Cl.N[C@@H](CO)CC1=C(C=2N=C(N=C(C2S1)NCC=1SC=CC1)Cl)C (2R)-2-amino-3-(2-chloro-7-methyl-4-{[(thiophen-2-yl)methyl]amino}thieno[3,2-d]pyrimidin-6-yl)propan-1-ol dihydrochloride